FC=1C=CC(=C2CC[C@H](C12)OC1=CC=C(C=C1)C(CC(=O)O)C#CC)C1=NC=C(C=C1)OCC1(COC1)C 3-(4-(((R)-7-fluoro-4-(5-((3-methyloxetan-3-yl)methoxy)pyridin-2-yl)-2,3-dihydro-1H-inden-1-yl)oxy)phenyl)hex-4-ynoic acid